ClC1=CC=2N(N=C3C2[C@H]2C4=C(C(N([C@@H]3C2)C)=O)C=CC=C4O)C=C1 (7R,14S)-12-chloro-1-hydroxy-6-methyl-6,7-dihydro-7,14-methanobenzo[c]pyrido[1',2':1,5]pyrazolo[4,3-f]azocin-5(14H)-one